(6S)-3-methyl-2-{[2-(trimethylsilyl)ethoxy]methyl}-2H,4H,5H,6H-cyclopenta[c]pyrazol-6-ol CC1=C2C(=NN1COCC[Si](C)(C)C)[C@H](CC2)O